racemic-6-chloro-8-((2S,2S)-2-(2,2-difluorobenzo[d][1,3]dioxol-5-yl)cyclopropyl)-3-fluoroimidazo[1,2-b]pyridazine ClC=1C=C(C=2N(N1)C(=CN2)F)[C@H]2[C@H](C2)C2=CC1=C(OC(O1)(F)F)C=C2 |&1:11|